(S)-4-(3-aminopiperidin-1-yl)-6'-(2-(dimethylamino)ethoxy)-N-(2-(2-fluoro-6-methoxyphenyl)pyrimidin-4-yl)-[3,3'-bipyridin]-6-amine hydrochloride Cl.N[C@@H]1CN(CCC1)C1=C(C=NC(=C1)NC1=NC(=NC=C1)C1=C(C=CC=C1OC)F)C=1C=NC(=CC1)OCCN(C)C